6-(2,4-dimethoxypyrimidin-5-yl)-8-((1S,2S)-2-(4-(trifluoromethyl)phenyl)cyclopropyl)imidazo[1,2-b]pyridazine COC1=NC=C(C(=N1)OC)C=1C=C(C=2N(N1)C=CN2)[C@@H]2[C@H](C2)C2=CC=C(C=C2)C(F)(F)F